C(CCCCCCC)OC=1C=C(C=CC1)C(C(=O)C1=CC(=CC=C1)OCCCCCCCC)=O 1,2-bis(3-(octyloxy)phenyl)ethane-1,2-dione